FC(C1=CC=C(C=C1)COC1=NC=CC=N1)(F)F [[4-(trifluoromethyl)phenyl]methoxy]-pyrimidin